methyl 3'-acetyl-4'-(2-chloro-5-cyanobenzamido)-2',4,6'-trifluoro-[1,1'-biphenyl]-3-carboxylate C(C)(=O)C=1C(=C(C(=CC1NC(C1=C(C=CC(=C1)C#N)Cl)=O)F)C1=CC(=C(C=C1)F)C(=O)OC)F